6-azaspiro[3.4]octane-7-carboxylic acid C1CCC12CNC(C2)C(=O)O